2-(2-amino-2-oxo-ethyl)-4-methyl-N-[5-(trifluoromethyl)-3-pyridyl]-3,4-dihydro-1H-isoquinoline-7-carboxamide NC(CN1CC2=CC(=CC=C2C(C1)C)C(=O)NC=1C=NC=C(C1)C(F)(F)F)=O